FC1(CC(C1)NC(N[C@H](C(=O)NC1=C(C=C(C=C1)C([C@H](C(=O)N1CCN(CC1)C)NC(CC)=O)C)F)C1CCC(CC1)C)=O)F N-((2R)-3-(4-((S)-2-(3-(3,3-difluorocyclobutyl)ureido)-2-((1r,4S)-4-methylcyclohexyl)acetamido)-3-fluorophenyl)-1-(4-methylpiperazin-1-yl)-1-oxobutan-2-yl)propionamide